6-amino-N-(4-chloro-6-(2,6-dimethylphenyl)pyridin-2-yl)pyridine-2-sulfonamide NC1=CC=CC(=N1)S(=O)(=O)NC1=NC(=CC(=C1)Cl)C1=C(C=CC=C1C)C